ClC1=C2C=CNC2=C(C=C1)NS(=O)(=O)C1=CC=C(C=C1)S(=O)(=O)F 4-(N-(4-chloro-1H-indol-7-yl)sulfamoyl)benzene-1-sulfonyl fluoride